C(C)(C)(C)OC(NCCC[C@@H](CNC(=O)C=1NC2=CC(=CC=C2C1)CC1=CC=CC=C1)NC(OC(C)(C)C)=O)=O (S)-(5-(6-benzyl-1H-indole-2-carboxamido)pentane-1,4-diyl)dicarbamic acid di-tert-butyl ester